3-(3-chloro-4-methyl-6,6a,7,8,9,10-hexahydropyrazino[1,2-d]pyrido[3,2-b][1,4]oxazine-8-carbonyl)pyrrolidin ClC1=C(C=2OCC3N(C2N=C1)CCN(C3)C(=O)C3CNCC3)C